ClC1=CNC=2N=C(N=C(C21)N[C@H]2COCC2)NC2=C(C=C(C=C2)S(=O)(=O)C)OC (R)-5-chloro-N2-(2-methoxy-4-(methylsulfonyl)phenyl)-N4-(tetrahydrofuran-3-yl)-7H-pyrrolo[2,3-d]pyrimidine-2,4-diamine